C(C)N1C(C=2[C@H]([C@H](CCC2C=C1)NS(=O)(=O)C)CC=1C=C(C=CC1)C1=CC(=CC(=C1)C)F)=O |r| rac-N-{(7S,8R)-2-ethyl-8-[(3'-fluoro-5'-methyl[1,1'-biphenyl]-3-yl)methyl]-1-oxo-1,2,5,6,7,8-hexahydroisoquinolin-7-yl}methanesulfonamide